(5S,8S,10aR)-5-amino-N-((R)-chroman-4-yl)-3-(2-(methylsulfonyl)acetyl)-6-oxodecahydropyrrolo[1,2-a][1,5]diazocine-8-carboxamide 2,2,2-trifluoroacetate FC(C(=O)O)(F)F.N[C@H]1CN(CC[C@@H]2N(C1=O)[C@@H](CC2)C(=O)N[C@@H]2CCOC1=CC=CC=C21)C(CS(=O)(=O)C)=O